BrC1=CC=C(C=C1)C=1C=NC=C(C1N)F 3-(4-bromophenyl)-5-fluoropyridin-4-amine